ClC1=C2C(=C(N=C1Cl)C1OCCCC1)C=1CN(CCC1N2)C(CO)=O 1-(6,7-dichloro-9-(tetrahydro-2H-pyran-2-yl)-1,3,4,5-tetrahydro-2H-pyrrolo[3,2-c:4,5-c']dipyridin-2-yl)-2-hydroxyethan-1-one